(R)-3-(6-Chloro-2-(2-hydroxy-2-methylpropionyl)-1,2,3,4-tetrahydroisoquinolin-8-yl)morpholine-4-carboxylic acid tert-butyl Ester C(C)(C)(C)OC(=O)N1[C@@H](COCC1)C=1C=C(C=C2CCN(CC12)C(C(C)(C)O)=O)Cl